CC1(C=CC=C1)[W](N=O)(=C=O)=C=O methylcyclopentadienyl-dicarbonylnitrosyl-tungsten